tert-butyl (S)-(1-(5-bromopyrimidin-2-yl)pyrrolidin-3-yl)carbamate BrC=1C=NC(=NC1)N1C[C@H](CC1)NC(OC(C)(C)C)=O